4-(4-(2-(5-Amino-8-(furan-2-yl)-2-oxothiazolo[5,4-e][1,2,4]triazolo[1,5-c]pyrimidin-3(2H)-yl)ethyl)piperazin-1-yl)benzenesulfonamide NC1=NC2=C(C=3N1N=C(N3)C=3OC=CC3)SC(N2CCN2CCN(CC2)C2=CC=C(C=C2)S(=O)(=O)N)=O